C(COCCO)O.[Ni] nickel diethylene glycol